C(CCCCCC(C)C)OC(=O)C1CCC(CC1)C(=O)OCCCCCCC(C)C cyclohexane-1,4-dicarboxylic acid diisononyl ester